NC1=CC(=CC(=N1)NC1CCC(CC1)O)CN(C)C (1R,4R)-4-((6-amino-4-((dimethylamino)methyl)pyridin-2-yl)amino)cyclohexan-1-ol